3-[(3-bromo-4-fluoro-phenoxy)methyl]furan BrC=1C=C(OCC2=COC=C2)C=CC1F